5-fluoro-N2-(isoquinolin-3-yl)-N4-(4-(piperazin-1-yl)phenyl)pyrimidine-2,4-diamine FC=1C(=NC(=NC1)NC=1N=CC2=CC=CC=C2C1)NC1=CC=C(C=C1)N1CCNCC1